(S)-ethyl 2-chloro-4-((2-hydroxy-1-phenylethyl)amino)pyrimidine-5-carboxylate ClC1=NC=C(C(=N1)N[C@H](CO)C1=CC=CC=C1)C(=O)OCC